3-(((9-Oxo-2,3,4,9,11,11a-hexahydro-1H-pyrazino[1',2':3,4]imidazo[1,2-c]pyrimidin-7-yl)oxy)methyl)benzonitrile O=C1N=C(C=C2N1CC1N2CCNC1)OCC=1C=C(C#N)C=CC1